C(C)C1=C(C(=CC=C1)Cl)C1=CC(=CC=C1)CNC(=O)OC(C)(C)C Ethyl-3'-{[(tert-butoxycarbonyl)amino]methyl}-6-chloro[1,1'-biphenyl]